2-(((1R)-1-(2-cyano-3-(4,4-difluoro-2-methylpiperidin-1-yl)-7-methylquinoxalin-5-yl)ethyl)amino)benzoic acid C(#N)C1=NC2=CC(=CC(=C2N=C1N1C(CC(CC1)(F)F)C)[C@@H](C)NC1=C(C(=O)O)C=CC=C1)C